FC1(CC(C1)(CO)NC(OC(C)(C)C)=O)F tert-butyl (3,3-difluoro-1-(hydroxymethyl)cyclobutyl)carbamate